4-[(1-methyl-4-piperidinyl)amino]-2-methylsulfanyl-pyrimidine-5-carbaldehyde CN1CCC(CC1)NC1=NC(=NC=C1C=O)SC